6-[1-(2,2-difluoroethyl)-3-methyl-1H-pyrazolo[3,4-b]pyrazin-6-yl]-2-[2-(trifluoromethyl)pyrimidin-5-yl]-2,6-diazaspiro[3.4]octane FC(CN1N=C(C=2C1=NC(=CN2)N2CC1(CN(C1)C=1C=NC(=NC1)C(F)(F)F)CC2)C)F